N-((R)-1-(((R)-2-(benzyloxy)-1-((3aS,4S,6S,7aR)-3a,5,5-trimethylhexahydro-4,6-methanobenzo[d][1,3,2]dioxaborol-2-yl)ethyl)amino)-1-oxopentan-2-yl)pyrazine-2-carboxamide C(C1=CC=CC=C1)OC[C@@H](B1O[C@@]2([C@H](O1)C[C@H]1C([C@@H]2C1)(C)C)C)NC([C@@H](CCC)NC(=O)C1=NC=CN=C1)=O